FC=1C=CC(=C(C(=O)O)C1)OC=1C=NC=NC1 5-Fluoro-2-(pyrimidin-5-yloxy)benzoic acid